N[C@@H]1C2=CC=CC=C2CC12CCN(CC2)C=2NC(C1=C(N2)NN=C1C1=CCC2(C3=CC=CC=C13)CC2)=O (S)-6-(1-amino-1,3-dihydrospiro[indene-2,4'-piperidine]-1'-yl)-3-(2'H-spiro[cyclopropane-1,1'-naphthalene]-4'-yl)-1,5-dihydro-4H-pyrazolo[3,4-d]pyrimidin-4-one